FC(CN(C1=NC=2N(C3=C1C(=CN=C3)F)C=NN2)C2=CC(=NC=C2)C#CC2(CC2)C(F)(F)F)F N-(2,2-difluoroethyl)-6-fluoro-N-(2-((1-(trifluoromethyl)cyclopropyl)ethynyl)pyridin-4-yl)pyrido[4,3-e][1,2,4]triazolo[4,3-a]pyrimidin-5-amine